2-(2,6-dioxopiperidin-3-yl)6-fluoroisoindoline-1,3-dione O=C1NC(CCC1N1C(C2=CC(=CC=C2C1=O)F)=O)=O